BrC1=CC=C(C=C1)N1CC2N(C(C1)C2)C(=O)OC(C)(C)C tert-Butyl 3-(4-bromophenyl)-3,6-diazabicyclo[3.1.1]heptane-6-carboxylate